CCCCCCCCCC(=O)OCC(C)(COC(=O)CCCCCCCCC)COC(=O)CCCCCCCCC trimethylolethane tricaprate